tert-butyl-(E)-styrylboronic acid C(C)(C)(C)\C(=C\C1=CC=CC=C1)\B(O)O